C(C1=CC=CC=C1)N1CC=2N=C(N=C(C2CC1)Cl)Cl 7-benzyl-2,4-dichloro-5,6-dihydropyrido[3,4-d]pyrimidine